O[C@@H](C(=O)NCCC1=CC=C(C=C1)[N+](=O)[O-])CC (R)-2-hydroxy-N-(4-Nitrophenethyl)butanamide